3-(1H-benzimidazole-2-carbonyl)-3,4-diethoxyphenyl-5-isopropyl-spiro[indene-2,2'-pyrrolidine] N1C(=NC2=C1C=CC=C2)C(=O)C2(CC(=CC=C2OCC)N2C1(CCC2)C=C2C=CC(=CC2=C1)C(C)C)OCC